OC1=CC=C(C=C1)C1=CC2=C(N=C(S2)N2C([C@H]3[C@H]4C=C[C@@H]([C@H]3C2=O)C4)=O)C=C1 (1R,2S,6R,7S)-4-[6-(4-hydroxyphenyl)-1,3-benzothiazol-2-yl]-4-azatricyclo[5.2.1.02,6]dec-8-en-3,5-dione